FC=1C=C(C=CC1)N1C=C(C2=C1N=CN=C2OC2=CC=C1C(=CC(OC1=C2)=O)C)I 7-[7-(3-fluoro-phenyl)-5-iodo-7H-pyrrolo[2,3-d]pyrimidin-4-yloxy]-4-methylcoumarin